alpha-chloro-2,6-dichlorostyrene ClC(=C)C1=C(C=CC=C1Cl)Cl